4-[1-(2-chlorophenyl)ethoxycarbonylamino]-3-methyl-isoxazol ClC1=C(C=CC=C1)C(C)OC(=O)NC=1C(=NOC1)C